ClC=1N=CC2=C(N1)C1=C(CCO2)N=C(S1)C1CCN(CC1)C(=O)OC(C)(C)C tert-butyl 4-(2-chloro-6,7-dihydrothiazolo[5',4':4,5]oxepino[3,2-d]pyrimidin-9-yl)piperidine-1-carboxylate